4-(2-Naphthyl)-2-(3-thienyl)imidazole C1=C(C=CC2=CC=CC=C12)C=1N=C(NC1)C1=CSC=C1